ClC1=C(C=C2C=C(N=CC2=C1)NC(CCOC)=O)N1CCN(CC1)C1(COCC1O)C N-(7-chloro-6-(4-(4-hydroxy-3-methyltetrahydrofuran-3-yl)piperazin-1-yl)isoquinolin-3-yl)-3-methoxypropanamide